C(C)(=O)N1CCC(CC1)(OCC)C=1C(N(C2=C(C(=NC(=C2C1)N[C@H](C)C1=C(C(=CC=C1)C(F)F)F)C)OC[C@@H]1N(CCC1)C)C)=O 3-(1-Acetyl-4-ethoxypiperidin-4-yl)-5-(((R)-1-(3-(difluoromethyl)-2-fluorophenyl)ethyl)amino)-1,7-dimethyl-8-(((R)-1-methylpyrrolidin-2-yl)methoxy)-1,6-naphthyridin-2(1H)-one